N-(4-fluoro-3-(trifluoromethyl)phenyl)-3-(5-(4-(2-hydroxypropan-2-yl)bicyclo[2.2.2]octan-1-yl)-2-methoxybenzamido)-6-(trifluoromethyl)benzo[b]thiophene FC1=C(C=C(C=C1)N(C(C1=C(C=CC(=C1)C12CCC(CC1)(CC2)C(C)(C)O)OC)=O)C=2C1=C(SC2)C=C(C=C1)C(F)(F)F)C(F)(F)F